C=1N=CN2C1C1=CC=CC=C1C2C2C(C=1N=CC=NC1CC2)=O 6-(5H-imidazo[5,1-a]isoindol-5-yl)-7,8-dihydroquinoxalin-5(6H)-one